[S].N1C=CC=C1 pyrrole compound with sulfur